n-ethyl-3-[(7-trifluoromethylquinolin-4-yl)amino]benzamide C(C)NC(C1=CC(=CC=C1)NC1=CC=NC2=CC(=CC=C12)C(F)(F)F)=O